BrC1=CC(=C(N)C=C1C(F)(F)F)OC(C)C 4-bromo-2-isopropoxy-5-(trifluoromethyl)aniline